ClC1=CC(=NC(=C1)Cl)N 4,6-dichloropyridine-2-amine